C(C)(=O)O[C@H]([C@@H](CN=[N+]=[N-])OC(C)=O)[C@@H]1O[C@](C[C@@H]([C@H]1NC(COC(C)=O)=O)OC(C)=O)(C(=O)OC)OCCCCCCN (1R,2R)-1-((2R,3R,4S,6R)-4-acetoxy-3-(2-acetoxyacetamido)-6-((6-aminohexyl) oxy)-6-(methoxy carbonyl) tetrahydro-2H-pyran-2-yl)-3-azidopropane-1,2-diyl diacetate